FC1=CC(=C(C=C1[N+](=O)[O-])C=1C(=NC(=NC1)N)C1=CN(C2=CC(=CC=C12)I)C)OC (4-fluoro-2-methoxy-5-nitrophenyl)-4-(6-iodo-1-methyl-1H-indol-3-yl)pyrimidin-2-amine